C[C@@H]1N([C@@H](CN(C1)C1=NC=CC=2C1=NC=CN2)C)C(=O)OC(C)(C)C tert-butyl (2S,6R)-2,6-dimethyl-4-pyrido[3,4-b]pyrazin-5-yl-piperazine-1-carboxylate